ClC1=CC=CC(=N1)C(CNC(=O)C1=NOC(=C1)C1=NC=C(C=C1F)F)C=1C(=NN(C1COC)C)C N-[2-(6-chloro-2-pyridyl)-2-[5-(methoxymethyl)-1,3-dimethyl-pyrazol-4-yl]ethyl]-5-(3,5-difluoro-2-pyridyl)isoxazole-3-carboxamide